(R)-2-(4-(6-((1-(3-fluorophenyl)piperidin-3-yl)amino)pyrimidin-4-yl)piperazin-1-yl)acetic acid FC=1C=C(C=CC1)N1C[C@@H](CCC1)NC1=CC(=NC=N1)N1CCN(CC1)CC(=O)O